NCCOCCOCCOCCOCCOCCNC(CNC1=CC(=C(C(=O)NC=2SC(=CN2)C)C=C1)C)=O 4-((20-Amino-2-oxo-6,9,12,15,18-pentaoxa-3-azaicosyl)amino)-2-methyl-N-(5-methylthiazol-2-yl)benzamide